N-(6-(N-(4-(3-chloro-4-fluorophenyl)-5-phenylthiazol-2-yl)sulfamoyl)-5-methylpyridin-3-yl)acetamide ClC=1C=C(C=CC1F)C=1N=C(SC1C1=CC=CC=C1)NS(=O)(=O)C1=C(C=C(C=N1)NC(C)=O)C